2-TETRAHYDROFUROIC ACID O1C(CCC1)C(=O)O